ClC1=CC=C(C[C@H]2CO[C@H](CN2C(=O)OC(C)(C)C)CS(=O)C)C=C1 (2R,5S)-tert-butyl 5-(4-chlorobenzyl)-2-((methylsulfinyl)methyl)morpholine-4-carboxylate